O1CCN(CC1)CC=1N(C=CN1)C(C(=O)O)C 2-(2-(morpholinomethyl)-1H-imidazol-1-yl)propionic acid